4-((2,4-dioxo-3-phenethyl-3,4-dihydropyrido[2,3-d]pyrimidin-1(2H)-yl)methyl)-N-hydroxybenzamide O=C1N(C(C2=C(N1CC1=CC=C(C(=O)NO)C=C1)N=CC=C2)=O)CCC2=CC=CC=C2